N(=[N+]=[N-])C[C@@H]1[C@@H](C([C@H]2OC(OC[C@H]2O1)(C)C)N1N=NC(=C1)C1=C(C(=C(C=C1)Cl)F)F)OC 1-((4aR,6R,7R,8aR)-6-(azidomethyl)-7-methoxy-2,2-dimethylhexahydropyrano[3,2-d][1,3]dioxin-8-yl)-4-(4-chloro-2,3-difluorophenyl)-1H-1,2,3-triazole